4-(2-Bromocyclopent-1-en-1-yl)-3,6-dichloropyridazine BrC1=C(CCC1)C1=C(N=NC(=C1)Cl)Cl